4-[[(2R,3r,4r,5r)-3-[3,4-difluoro-2-(tridecylmethoxy)phenyl]-4,5-dimethyl-5-(trifluoromethyl)tetrahydrofuran-2-carbonyl]amino]-1-oxo-pyridin-1-ium-2-carboxamide FC=1C(=C(C=CC1F)[C@@H]1[C@@H](O[C@]([C@@H]1C)(C(F)(F)F)C)C(=O)NC1=CC([N+](C=C1)=O)C(=O)N)OCCCCCCCCCCCCCC